[6-Hydroxy-6-[4-[[4-[(E)-3-oxo-3-phenylprop-1-enyl]phenyl]methyl]phenyl]hexyl] acetate C(C)(=O)OCCCCCC(C1=CC=C(C=C1)CC1=CC=C(C=C1)\C=C\C(C1=CC=CC=C1)=O)O